Cl\C=C\Cl Trans-1,2-Dichloroethylene